9-(4-Methyl-1,4-diazepan-1-yl)pyrido[2,3-b]phenazin-5,12-dion CN1CCN(CCC1)C1=CC=C2N=C3C(C4=C(C(C3=NC2=C1)=O)N=CC=C4)=O